COC(CC1=CC=C(C=C1)OCC(=C)C)=O 2-{4-[(2-Methylprop-2-en-1-yl)oxy]phenyl}acetic acid methyl ester